Tetrabutyl-Ammonium Bromide [Br-].C(CCC)[N+](CCCC)(CCCC)CCCC